C1(C=CC(N1CCCCCC(=O)ON1C(C(CC1=O)S(=O)(=O)O)=O)=O)=O N-(ε-Maleimidocaproyloxy)sulfosuccinimid